(3S,4S,5R)-2-(hydroxymethyl)tetrahydropyran-2,3,4,5-tetrol OCC1(OC[C@H]([C@@H]([C@@H]1O)O)O)O